Cl.N1(CCC1)C(=O)C1=CC=2N=C(N=C(C2O1)N1CCOCC1)NC1=CC(=NN1)C1=CC=CC=C1 azetidin-1-yl(4-morpholino-2-((3-phenyl-1H-pyrazol-5-yl)amino)furo[3,2-d]pyrimidin-6-yl)methanone hydrochloride